2,2-dimethyl-dodecane CC(C)(CCCCCCCCCC)C